C(CCCCCCCC)OC(C=C)=O acrylic acid n-nonyl ester